CC(CCCCCCCC)(N)N methyl-nonanediamine